COC1=C(C=CC(=C1)OC)[N+]#[C-] 2,4-DIMETHOXYPHENYLISOCYANIDE